nickel bromine (phenyl)(N,N,N',N'-tetramethyl-1,2-ethylenediamine) C1(=CC=CC=C1)C(CN(C)C)N(C)C.[Br].[Ni]